4-(3-fluoro-5-piperazin-1-yl-phenyl)spiro[1H-pyrrolo[2,3-b]pyridin-3,1'-cyclopropan]-2-one FC=1C=C(C=C(C1)N1CCNCC1)C1=C2C(=NC=C1)NC(C21CC1)=O